1-(((3S)-1-((3-hydroxy-1-azetidinyl)sulfonyl)-3-piperidinyl)carbonyl)-N-(4-(trifluoromethyl)benzyl)-D-prolinamide OC1CN(C1)S(=O)(=O)N1C[C@H](CCC1)C(=O)N1[C@H](CCC1)C(=O)NCC1=CC=C(C=C1)C(F)(F)F